C(#N)C=1C=C(C=CC1)C=1N=C(SC1C1=CC(=NC(=C1)C(F)(F)F)C)NC(=O)N1CCN(CC1)C1COC1 N-[4-(3-Cyanophenyl)-5-[2-methyl-6-(trifluoromethyl)-4-pyridyl]thiazol-2-yl]-4-(oxetan-3-yl)piperazin-1-carboxamid